C[Si](C)(C)[N-][Si](C)(C)C.[Li+] Lithium bis-(trimethylsilyl)amide